Cl.O(C1=CC=CC=C1)C1=CC=C(C=C1)C1=NN(C2=NC=NC(=C21)N)C2CCNCC2 3-(4-phenoxyphenyl)-1-(piperidin-4-yl)-1H-pyrazolo[3,4-d]pyrimidine-4-amine hydrochloride